NC1CC(C1)NC(=O)N1CCN(CC1)C(C1=C(C=C(C=C1)NC(=O)C=1N(C(=CN1)C=1C(=NN(C1)CC#C)C(F)(F)F)C)Cl)=O N-(3-aminocyclobutyl)-4-[2-chloro-4-[[1-methyl-5-[1-prop-2-ynyl-3-(trifluoromethyl)pyrazol-4-yl]imidazole-2-carbonyl]amino]benzoyl]piperazine-1-carboxamide